ClC1=C(C=CC=C1)C1=C2N(C(=NC1=O)NC1CC1)C=CC(=C2)C(F)(F)F 4-(2-Chlorophenyl)-1-(cyclopropylamino)-6-(trifluoromethyl)-3H-pyrido[1,2-c]pyrimidin-3-one